4-chloro-1-((2-(trimethylsilyl)ethoxy)methyl)pyrazolo(4,3-c)pyridine ClC1=NC=CC2=C1C=NN2COCC[Si](C)(C)C